FC1(CC(C1)(N)COC)F 3,3-difluoro-1-(methoxymethyl)cyclobutan-1-amine